ClC=1C=C(CN(CCC2=C(C=CC(=C2)OC)OC)CC=2OC(OC2C)=O)C=C(C1)C 4-(((3-chloro-5-methylbenzyl)(2,5-dimethoxyphenethyl)amino)methyl)-5-methyl-1,3-dioxol-2-one